N1C=NC(=C1)C=CC(=O)O 4-Imidazoleacrylic Acid